sodium distearate phosphate P(=O)([O-])(O)O.C(CCCCCCCCCCCCCCCCC)(=O)O.C(CCCCCCCCCCCCCCCCC)(=O)O.[Na+]